C(C1=CC=CC=C1)N1[C@@H]([C@@H]1C(C)C)C(=O)OCC1=CC=CC=C1 benzyl (2s,3s)-1-benzyl-3-isopropylaziridine-2-carboxylate